2-(2-fluorophenyl)-4,4-dioxo-6,7-dihydro-5H-pyrazolo[5,1-b][1,3]thiazine-3-carboxylic acid ethyl ester C(C)OC(=O)C=1C(=NN2C1S(CCC2)(=O)=O)C2=C(C=CC=C2)F